FC=1C(=NC=C(C1)C=1OC=CN1)OC1=CC=C(C=C1)C=1N=NN(N1)C[C@@H](CO)NC(OC(C)(C)C)=O tert-butyl N-[(2S)-1-[5-(4-[[3-fluoro-5-(1,3-oxazol-2-yl)pyridin-2-yl]oxy]phenyl)-2H-1,2,3,4-tetrazol-2-yl]-3-hydroxypropan-2-yl]carbamate